1-azido-3,6,9,12,15,18-hexaoxahenicosan-21-oic acid N(=[N+]=[N-])CCOCCOCCOCCOCCOCCOCCC(=O)O